N-(2-hydroxyphenyl)-5-methoxy-1-methyl-6-oxo-2-(1-phenyl-3,4-dihydroisoquinolin-2(1H)-yl)-1,6-dihydropyrimidine-4-carboxamide OC1=C(C=CC=C1)NC(=O)C=1N=C(N(C(C1OC)=O)C)N1C(C2=CC=CC=C2CC1)C1=CC=CC=C1